C(C#C)NC1=CC=C(C=C1)S(=O)(=O)N 4-[(prop-2-yn-1-yl)amino]benzene-1-sulfonamide